O=C1NC(CCC1N1C(C2=CC=C(C=C2C1=O)N1C2CN(CC1C2)CC2CCNCC2)=O)=O 2-(2,6-dioxopiperidin-3-yl)-5-(3-(piperidin-4-ylmethyl)-3,6-diazabicyclo[3.1.1]heptan-6-yl)isoindoline-1,3-dione